2-(dimethylamino)-N-(2-(methoxymethyl)benzyl)acetamide CN(CC(=O)NCC1=C(C=CC=C1)COC)C